3,3',5,5'-tetramethylbenzidine dihydrochloride hydrate O.Cl.Cl.CC=1C=C(C=C(C1N)C)C1=CC(=C(N)C(=C1)C)C